(2-((2R,3R,4S,5S,6R)-3,4,5-triacetoxy-6-((6-(hex-5-ynamido)naphthalen-2-yl)oxy)tetrahydro-2H-pyran-2-yl)ethyl)phosphonic acid C(C)(=O)O[C@@H]1[C@H](O[C@@H]([C@H]([C@H]1OC(C)=O)OC(C)=O)OC1=CC2=CC=C(C=C2C=C1)NC(CCCC#C)=O)CCP(O)(O)=O